4-(N-(3,5-dicyclopropylbenzyl)-2-(N-((3-(trifluoromethyl)pyridin-2-yl)methyl)-(2,3,4,5,6-pentafluoro-phenyl)sulfonamido)acetamido)-3-methoxybenzoic acid C1(CC1)C=1C=C(CN(C(CN(S(=O)(=O)C2=C(C(=C(C(=C2F)F)F)F)F)CC2=NC=CC=C2C(F)(F)F)=O)C2=C(C=C(C(=O)O)C=C2)OC)C=C(C1)C1CC1